ClC1=NC=CC=C1 2-chloro-pyridine